ClC=1N=CC2=C(C1)CCC[C@]21NC(OC1)=O (S)-3-chloro-6,7-dihydro-5H-spiro[isoquinoline-8,4'-oxazolidin]-2'-one